7-(isopropyl-(methyl)amino)-N-(thiazolo[5,4-b]pyridin-2-yl)heptanamide C(C)(C)N(CCCCCCC(=O)NC=1SC2=NC=CC=C2N1)C